5-chloro-1H-benzo[d]imidazole-4-carboxylic acid methyl ester COC(=O)C1=C(C=CC=2NC=NC21)Cl